4-Amino-1-(6-aminopyridin-3-yl)-2-oxo-7-(trifluoromethyl)pyrido[2,3-b]pyridine-3-carboxylic acid methyl ester COC(=O)C1=C(C=2C(=NC(=CC2)C(F)(F)F)N(C1=O)C=1C=NC(=CC1)N)N